ClC1=C(C=2C(NC=3N(C2C=N1)N=C(C3)C)=O)C#N 7-chloro-2-methyl-5-oxo-4,5-dihydropyrazolo[1,5-a]pyrido[4,3-e]pyrimidine-6-carbonitrile